(2R)-2-[3-[(Z)-3-(4-Cyanophenyl)-3-oxoprop-1-enyl]phenoxy]propanoic acid C(#N)C1=CC=C(C=C1)C(\C=C/C=1C=C(O[C@@H](C(=O)O)C)C=CC1)=O